3-(4-(9-(4-((1S,2S)-1-(dimethylamino)-2-((7-methyl-8-oxo-7,8-dihydropyrido[2,3-d]pyridazin-5-yl)amino)propyl)benzoyl)-3,9-diazaspiro[5.5]undecan-3-yl)phenyl)piperidine-2,6-dione CN([C@H]([C@H](C)NC=1C2=C(C(N(N1)C)=O)N=CC=C2)C2=CC=C(C(=O)N1CCC3(CCN(CC3)C3=CC=C(C=C3)C3C(NC(CC3)=O)=O)CC1)C=C2)C